ClC=1C=C(C(=NC1)[C@H](C(F)(F)F)N[S@@](=O)C(C)(C)C)F (S)-N-((R)-1-(5-Chloro-3-fluoropyridin-2-yl)-2,2,2-trifluoroethyl)-2-methylpropane-2-sulfinamide